NC1=NC=NC(=C1)NC1=CC=C(C=C1)OC1=CC=CC=C1 4-amino-6-((4-phenoxyphenyl)amino)pyrimidin